tert-butyl 8-(2-(4-ethynylbenzamido)ethyl)-2,8-diazaspiro[4.5]decane-2-carboxylate C(#C)C1=CC=C(C(=O)NCCN2CCC3(CCN(C3)C(=O)OC(C)(C)C)CC2)C=C1